3-(5-fluoro-4-(4-methyl-2-(methylamino)thiazol-5-yl)pyrimidine-2-ylamino)-benzenesulfonamide FC=1C(=NC(=NC1)NC=1C=C(C=CC1)S(=O)(=O)N)C1=C(N=C(S1)NC)C